ClC1=NC=C(C(=O)NC([2H])([2H])[2H])C(=C1)NC1=CSC=2C=NN(C(C21)=O)CC(F)(F)F 6-Chloro-N-(methyl-d3)-4-((4-oxo-5-(2,2,2-trifluoroethyl)-4,5-dihydrothieno[2,3-d]pyridazin-3-yl)amino)nicotinamide